ClC=1C=NC=C(C1[C@@H](C)OC=1C=C2C(=NNC2=CC1)C(=O)NC=1C=NN(C1)C1CC(C1)O)Cl (R)-5-(1-(3,5-dichloropyridin-4-yl)ethoxy)-N-(1-(3-hydroxycyclobutyl)-1H-pyrazol-4-yl)-1H-indazole-3-carboxamide